N=1C=CN2N=C(C=CC21)O imidazo[1,2-b]pyridazin-6-ol